[Au+].N1C(=CC=C1)C(=O)[O-] azolate gold (I)